C(C)(C)(C)[S@@](=O)N (R)-(+)-tertbutylsulfinamide